CCCCCCCCCCCCCC(=O)OC[C@H](COP(=O)(O)OC[C@H](CO)O)OC(=O)CCCC/C=C\C/C=C\C/C=C\CCCCC 1-tetradecanoyl-2-(6Z,9Z,12Z-octadecatrienoyl)-glycero-3-phospho-(1'-sn-glycerol)